Cl.FC=1C=C(NC2C(NC(CC2)=O)=O)C=C(C1N1CCN(CC1)CC1CC2(CC(C2)O)C1)F 3-[3,5-difluoro-4-[4-[(2-hydroxyspiro[3.3]heptan-6-yl)methyl]piperazin-1-yl]anilino]piperidine-2,6-dione hydrochloride